1-Methyl-4-(3,4,5,6-tetrahydropyridin-2-yl)-1H-indole CN1C=CC2=C(C=CC=C12)C1=NCCCC1